OC1=C(C(=CC(=C1)OC1OC(C(C(C1O)O)O)COC1OC(C(C(C1O)O)O)C)O)C(CCC1=CC(=C(C=C1)OC)O)=O 1-[2,6-dihydroxy-4-[3,4,5-trihydroxy-6-[(3,4,5-trihydroxy-6-methyloxan-2-yl)oxymethyl]oxan-2-yl]oxyphenyl]-3-(3-hydroxy-4-methoxyphenyl)propan-1-one